1-oxa-6-azaspiro[3.3]-heptane O1CCC12CNC2